CC1=NC(=CC2=CC=CC=C12)C1=CC=C(C=C1)C 1-methyl-3-(p-tolyl)isoquinoline